2-(1H-imidazol-1-yl)-N-((1r,4r)-4-methylcyclohexyl)-6-morpholinopyrimidine-4-carboxamide N1(C=NC=C1)C1=NC(=CC(=N1)C(=O)NC1CCC(CC1)C)N1CCOCC1